CC(C)(C)[S@@](=O)N[C@H](C)C1=C2C=NN(C2=CC=C1)C (R)-2-Methyl-N-[(1R)-1-(1-methyl-1H-indazol-4-yl)ethyl]propane-2-sulfinamide